C(C1=CC=CC=C1)OCCN1CN(S(C2=C1C=C(C=C2)Cl)(=O)=O)[C@@H]([C@H](C)C2=C(C(=CC=C2F)C)C)N2C(OC=N2)=O ((1S,2R)-1-(4-(2-(benzyloxy)ethyl)-6-chloro-1,1-dioxido-3,4-dihydro-2H-benzo[e][1,2,4]thiadiazin-2-yl)-2-(6-fluoro-2,3-dimethylphenyl)propyl)-1,3,4-oxadiazol-2(3H)-one